1-{2-ethyl-4-[(7-{8-methyl-1H,2H,3H-pyrido[2,3-b][1,4]oxazin-7-yl}-5H,6H,7H,8H-pyrido[3,4-d]pyrimidin-2-yl)amino]phenyl}piperidin-4-ol C(C)C1=C(C=CC(=C1)NC=1N=CC2=C(N1)CN(CC2)C2=C(C1=C(OCCN1)N=C2)C)N2CCC(CC2)O